3-cyclopropyl-6-methyl-4-(3-methyl-4-methylsulfonyl-phenyl)-1H-pyrazolo[4,3-b]pyridin-5-one C1(CC1)C1=NNC2=C1N(C(C(=C2)C)=O)C2=CC(=C(C=C2)S(=O)(=O)C)C